CC([C@@H](C(=O)N1[C@@H](C[C@H](C1)O)C(=O)NCC1=CC=C(C=C1)C1=C(N=CS1)C)NC(CCC#C)=O)(C)C (2S,4R)-1-[(2S)-3,3-dimethyl-2-(pent-4-ynamido)butanoyl]-4-hydroxy-N-{[4-(4-methyl-1,3-thiazol-5-yl)phenyl]methyl}pyrrolidine-2-carboxamide